(3S,5R)-N3-(4-chloro-3-fluorophenyl)-1-(4-methylpiperazine-1-carbonyl)piperidine-3,5-dicarboxamide ClC1=C(C=C(C=C1)NC(=O)[C@@H]1CN(C[C@@H](C1)C(=O)N)C(=O)N1CCN(CC1)C)F